S1NC=CC2=C1C=CC=C2 (E)-1,2-benzothiazine